FC1=CC=C(C(=O)NC2CCC(CC2)NC2=CC(=NC3=CC=C(C=C23)Cl)C(F)F)C=C1 4-fluoro-N-[(1s,4s)-4-{[6-chloro-2-(difluoromethyl)quinolin-4-yl]amino}cyclohexyl]benzamide